O=C1NC(CCC1N1C(C2=CC=C(C=C2C1=O)C1CCN(CC1)CCNC)=O)=O 2-(2,6-dioxo-3-piperidyl)-5-[1-[2-(methylamino)ethyl]-4-piperidyl]isoindoline-1,3-dione